[7-[Tert-butoxycarbonyl(methyl)amino]spiro[3.5]nonan-2-yl] methanesulfonate CS(=O)(=O)OC1CC2(C1)CCC(CC2)N(C)C(=O)OC(C)(C)C